ClC=1C=CC2=C(C(C[C@@H](O2)C(=O)NC23CC(C2)(C3)N3C=NC(=C3)C3=CC(=C(C=C3)F)F)=O)C1 (2R)-6-chloro-N-{3-[4-(3,4-difluorophenyl)-1H-imidazol-1-yl]bicyclo[1.1.1]pentan-1-yl}-4-oxo-3,4-dihydro-2H-1-benzopyran-2-carboxamide